methyl 5-bromonaphthalene-2-carboxylate BrC1=C2C=CC(=CC2=CC=C1)C(=O)OC